P(=O)(OC[N+]1=C(C(=CC=C1)C1=CC(=NO1)CC=1C=NC(=CC1)OCC=1SC=CC1)N)(O)[O-] (2-amino-3-(3-((6-(thiophen-2-ylmethoxy)pyridin-3-yl)methyl)isoxazol-5-yl)pyridin-1-ium-1-yl)methyl hydrogen phosphate